2-(((2R,3S,4R,5R)-5-(6-amino-2-chloro-9H-purin-9-yl)-3-ethynyl-3,4-dihydroxytetrahydrofuran-2-yl)methoxy)-2-(4-(4-methyl-2-oxopiperazin-1-yl)benzyl)malonic acid NC1=C2N=CN(C2=NC(=N1)Cl)[C@H]1[C@@H]([C@@]([C@H](O1)COC(C(=O)O)(C(=O)O)CC1=CC=C(C=C1)N1C(CN(CC1)C)=O)(O)C#C)O